FC1=CC(=C(C(=C1)C)B(O)O)C (4-fluoro-2,6-dimethylphenyl)boronic acid